methyl (S)-2-amino-3-(2-(2-((1S,2S,5R)-1-hydroxy-2-isopropyl-5-methylcyclohexane-1-carboxamido)ethyl)phenyl)propanoate N[C@H](C(=O)OC)CC1=C(C=CC=C1)CCNC(=O)[C@]1([C@@H](CC[C@H](C1)C)C(C)C)O